FC([C@@H](C)NC1=NC(=NC(=N1)N[C@@H](C(F)(F)F)C)C#CC(C(=O)NC)(C)C)(F)F 4-(4,6-bis(((R)-1,1,1-trifluoropropan-2-yl)amino)-1,3,5-triazin-2-yl)-N,2,2-trimethylbut-3-ynamide